CN(C1=CC=C(C=C1)\C=C/1\C(/C(/CC1)=C/C1=CC=C(C=C1)N(C)C)=O)C (2e,5e)-2,5-bis[(4-(dimethylamino)phenyl)methylene]cyclopentanone